C[Si]1(CCC(CC1)NC(=O)C1=CC=2C(=NC=CC2F)N1)C N-(1,1-dimethylsilacyclohexan-4-yl)-4-fluoro-1H-pyrrolo[2,3-b]pyridine-2-carboxamide